ON=CC1=C(C=C(C=C1Cl)Cl)Cl N-hydroxyl-1-(2,4,6-trichlorophenyl)methyleneimine